ClC=1C=C(C(=NC1)OC)S(=O)(=O)NC1=C(C(=C(C=C1)F)OCC=1C=C2C(=NC1)N(N=C2)COCC[Si](C)(C)C)F 5-chloro-N-[2,4-difluoro-3-[(1-[[2-(trimethylsilyl)ethoxy]methyl]pyrazolo[3,4-b]pyridin-5-yl)methoxy]phenyl]-2-methoxypyridine-3-sulfonamide